tert-butyl N-[(1S)-1-[(1R,2S,5S)-2-[[cyano(2,6-naphthyridin-4-yl)methyl]carbamoyl]-6,6-dimethyl-3-azabicyclo[3.1.0]hexane-3-carbonyl]-2,2-dimethyl-propyl]carbamate C(#N)C(C1=CN=CC2=CC=NC=C12)NC(=O)[C@@H]1[C@H]2C([C@H]2CN1C(=O)[C@H](C(C)(C)C)NC(OC(C)(C)C)=O)(C)C